Ethyl(3-benzoyl-2,4,6-trimethylbenzoyl)(phenyl)phosphinat C(C)OP(=O)(C1=CC=CC=C1)C(C1=C(C(=C(C=C1C)C)C(C1=CC=CC=C1)=O)C)=O